7-(4-diethylaminobutoxy)-3-acetylcoumarin oxime C(C)N(CCCCOC1=CC=C2C=C(C(OC2=C1)=NO)C(C)=O)CC